potassium ((cyclopropyl(methyl)amino)methyl)trifluoroborate C1(CC1)N(C)C[B-](F)(F)F.[K+]